dl-N,N'-diphenylcarbodiimide C1(=CC=CC=C1)N=C=NC1=CC=CC=C1